tert-butyl 8-(3-(2,6-dioxopiperidin-3-yl)-1-methyl-1H-indazol-6-yl)-2,8-diazaspiro[5.5]undecane-2-carboxylate O=C1NC(CCC1C1=NN(C2=CC(=CC=C12)N1CC2(CCCN(C2)C(=O)OC(C)(C)C)CCC1)C)=O